ClC=1C=CC2=C(N(C3=C(CC2)C=CC=C3)CCCNC)C1 3-(3-chloro-10,11-dihydro-5H-dibenzo[b,f]azepin-5-yl)-N-methyl-propan-1-amine